N(=[N+]=[N-])C1=C(C(=C(C=C1F)Br)F)C=1C(COCC1)(C)C 4-(2-Azido-5-bromo-3,6-difluorophenyl)-3,3-dimethyl-3,6-dihydro-2H-pyran